(3-chloro-4-fluorophenyl)(4-(methylthio)-1-((2-(trimethylsilyl)ethoxy)methyl)-1H-imidazol-2-yl)methanone ClC=1C=C(C=CC1F)C(=O)C=1N(C=C(N1)SC)COCC[Si](C)(C)C